4-Ethoxy-N-{3-fluoro-4-[(2-{5-[(methylpiperazin-1-yl)methyl]pyridin-2-yl}thieno[3,2-b]pyridin-7-yl)oxy]phenyl}-2-oxo-1-phenyl-1,2-dihydropyridine-3-carboxamide C(C)OC1=C(C(N(C=C1)C1=CC=CC=C1)=O)C(=O)NC1=CC(=C(C=C1)OC1=C2C(=NC=C1)C=C(S2)C2=NC=C(C=C2)CN2C(CNCC2)C)F